tert-butyl (2-oxo-2-(7-oxo-1,4-oxazepan-4-yl)ethyl)carbamate O=C(CNC(OC(C)(C)C)=O)N1CCOC(CC1)=O